2-(pyridin-3-yl)acetate N1=CC(=CC=C1)CC(=O)[O-]